4-(4-(2-((4-(trifluoromethyl)phenyl)thio)pyridin-3-yl)phenyl)-1,4-azaphosphinane 4-oxide FC(C1=CC=C(C=C1)SC1=NC=CC=C1C1=CC=C(C=C1)P1(CCNCC1)=O)(F)F